C(N)(=O)C=1N(C2=CC(=CC=C2C1)OC(F)(F)F)C=1C=C(C=CC1)CC(C(=O)OCC)(C)C ethyl 3-(3-(2-carbamoyl-6-(trifluoromethoxy)-1H-indol-1-yl)phenyl)-2,2-dimethylpropanoate